N-[(1R,2R)-2-hydroxy-2-methyl-indan-1-yl]-3-(2-imino-4,4-dimethyl-6-oxo-hexahydropyrimidin-1-yl)-1,1-dimethyl-indane-5-carboxamide O[C@]1([C@@H](C2=CC=CC=C2C1)NC(=O)C=1C=C2C(CC(C2=CC1)(C)C)N1C(NC(CC1=O)(C)C)=N)C